COCC(C)OC=1C=C(C=C(C1C1C(CCC(=C1)C)C(=C)C)O)CCCCC 6-((3-methoxypropan-2-yl)oxy)-5'-methyl-4-pentyl-2'-(prop-1-en-2-yl)-1',2',3',4'-tetrahydro-[1,1'-biphenyl]-2-ol